amino((4-amino-4-carboxybutyl)amino)methaniminium NC(=[NH2+])NCCCC(C(=O)O)N